((R)-1-((R)-2-(3-(tert-butyl)ureido)-4-morpholino-4-oxobutanamido)-4-phenylbutyl)boronic acid C(C)(C)(C)NC(N[C@@H](C(=O)N[C@@H](CCCC1=CC=CC=C1)B(O)O)CC(=O)N1CCOCC1)=O